C=C1C=CC=C2C=C(C=C12)C=O 7-methyleneindene-2-carbaldehyde